CN1C(=CCC1)C(=O)O 1-methylpyrroline-2-carboxylic acid